C(OCC(C(F)F)(F)F)(OCC(C(F)F)(F)F)=O bis(2,2,3,3-tetrafluoro-propyl) carbonate